arginyl dithioformate C(=S)SC([C@@H](N)CCCNC(N)=N)=O